O1CCCC=2C1=CN=C(C2)C(=O)N2[C@H](C=1C(CC2)=C(N(N1)C)C1=CC(=C(C(=C1)F)F)F)C 3,4-dihydro-2H-pyrano[2,3-c]pyridin-6-yl-[(7S)-2,7-dimethyl-3-(3,4,5-trifluorophenyl)-5,7-dihydro-4H-pyrazolo[3,4-c]pyridin-6-yl]methanone